NC1=CC=C(C(=C1C1=CC(N2[C@@H](CCC2C1)C(=O)OC)=O)F)C Methyl (3S)-7-(6-amino-2-fluoro-3-methylphenyl)-5-oxo-1,2,3,5,8,8a-hexahydroindolizine-3-carboxylate